[1,3-bis-(2,4,6-trimethylphenyl)-2-imidazolidinylidene]dichloro(benzylidene)(methyldiphenylphosphine) ruthenium (II) [Ru+2].CC1=C(C(=CC(=C1)C)C)N1C(N(CC1)C1=C(C=C(C=C1C)C)C)=P(C1=C(C(=CC=C1)Cl)Cl)(C1=CC=CC=C1)C=CC1=CC=CC=C1